N-[(1R)-1-[[(3-amino-3-oxo-propyl)-(2-chloroacetyl)amino]carbamoyl]-3-methyl-butyl]-5-methyl-isoxazole-4-carboxamide NC(CCN(C(CCl)=O)NC(=O)[C@@H](CC(C)C)NC(=O)C=1C=NOC1C)=O